CS(=O)(=O)C1=CC(=C(C=C1)NCC#CC=1N(C2=CC=CC(=C2C1)NC1CCN(CC1)CC(COCC(F)(F)F)O)CC(F)(F)F)OC 1-{4-[(2-{3-[(4-methanesulfonyl-2-methoxyphenyl)amino]prop-1-yn-1-yl}-1-(2,2,2-trifluoroethyl)-1H-indol-4-yl)amino]piperidin-1-yl}-3-(2,2,2-trifluoroethoxy)propan-2-ol